2-(3-methyl-2-oxo-2,3-dihydrobenzo[d]oxazol-5-yl)-1H-imidazole-4-carbaldehyde CN1C(OC2=C1C=C(C=C2)C=2NC=C(N2)C=O)=O